COC1=C(C=CC(=C1)OC)CNC1=NC=CC(=C1F)CC#N 2-[2-[(2,4-dimethoxyphenyl)methylamino]-3-fluoro-4-pyridinyl]acetonitrile